C(=C)C1CNC1 3-vinylazetidin